ClC=1C=C(C=CC1Cl)C(CC(=O)OC)=O methyl 3-(3,4-dichlorophenyl)-3-oxo-propanoate